1-(p-fluorophenyl)cyclopropyl alcohol FC1=CC=C(C=C1)C1(CC1)O